COC1=C(CC(N)C)C=C2C(=C1OC)OCO2 2,3-dimethoxy-4,5-methylenedioxy-amphetamine